C1(=C(C(=CC(=C1)C)C)N1C(N(CC1)C1=C(C=C(C=C1C)C)C)=[Ru-4](=CCCC1=NC=CC=C1)(Cl)Cl)C [1,3-dimesityl-2-imidazolidinylidene]dichloro[3-(2-pyridinyl)propylidene]-ruthenium(II)